CNS(=O)=N N-methyl-sulfonimidamide